C(C)OC(=O)OC[C@@H]1[C@H]([C@@H]([C@H]([C@H](OC2=NN(C(=C2CC2=CC=C(C=C2)OC(C)C)C)C(C)C)O1)O)O)O 5-methyl-4-[4-(1-methylethoxy)benzyl]-1-(1-methylethyl)-1H-pyrazol-3-yl 6-O-(ethoxycarbonyl)-β-D-glucopyranoside